(2S,3S)-N-(4-fluoro-3-methylphenyl)-2-methyl-1-(5-(pyridazin-4-yl)-1H-pyrrole-2-carbonyl)pyrrolidine-3-carboxamide sodium bromate salt Br(=O)(=O)[O-].[Na+].FC1=C(C=C(C=C1)NC(=O)[C@@H]1[C@@H](N(CC1)C(=O)C=1NC(=CC1)C1=CN=NC=C1)C)C